BrC1=C(C(=O)OC)C=CC(=C1)NS(=O)(=O)CC methyl 2-bromo-4-(ethylsulfonamido)benzoate